N-(6-(2-chloro-6-methylphenyl)imidazo[1,2-a]pyridin-2-yl)-2-fluorocyclopropane-1-carboxamide ClC1=C(C(=CC=C1)C)C=1C=CC=2N(C1)C=C(N2)NC(=O)C2C(C2)F